C(C)(C)N(C(CC(=O)OCC)=O)CCC(=O)OCC ethyl 3-(isopropyl (3-ethoxy-3-oxopropyl) amino)-3-oxopropionate